4-methoxy-N-((S)-1-(4-(4-methylthiazol-5-yl)phenyl)ethyl)pyrrolidine-2-carboxamide COC1CC(NC1)C(=O)N[C@@H](C)C1=CC=C(C=C1)C1=C(N=CS1)C